1-(4-(6-chloro-8-(3,3-difluorocyclobutoxy)-7-(5-methyl-1H-indazol-4-yl)-2-((1-methylpiperidin-4-yl)oxy)quinazolin-4-yl)piperazin-1-yl)prop-2-en-1-one ClC=1C=C2C(=NC(=NC2=C(C1C1=C2C=NNC2=CC=C1C)OC1CC(C1)(F)F)OC1CCN(CC1)C)N1CCN(CC1)C(C=C)=O